(1R,3R,5R)-N-[3-(5-fluoropyrimidin-2-yl)-4-methylphenyl]-2-pyrimidin-4-yl-2-azabicyclo[3.1.0]hexane-3-carboxamide FC=1C=NC(=NC1)C=1C=C(C=CC1C)NC(=O)[C@@H]1N([C@@H]2C[C@@H]2C1)C1=NC=NC=C1